3-((3'-chloro-4-hydroxy-[1,1'-biphenyl]-3-yl)(4-(2,3-dichlorophenyl)piperazin-1-yl)methyl)-N-cyclopentyl-benzamide ClC=1C=C(C=CC1)C1=CC(=C(C=C1)O)C(C=1C=C(C(=O)NC2CCCC2)C=CC1)N1CCN(CC1)C1=C(C(=CC=C1)Cl)Cl